FC=1C=C2N(CCN(C2=CC1)CC1COCC1)C1=CC=C(C=C1)F 6-Fluoro-4-(4-fluorophenyl)-N-((tetrahydrofuran-3-yl)methyl)-3,4-dihydroquinoxaline